COCOC1=C(C(=CC(=C1)C(F)(F)F)C)C1=CC2=C(N=N1)C(=CS2)C2=CCCN(C2)C(=O)OC(C)(C)C tert-Butyl 5-{3-[2-(methoxymethoxy)-6-methyl-4-(trifluoromethyl)phenyl]thieno[3,2-c]pyridazin-7-yl}-3,6-dihydropyridine-1(2H)-carboxylate